CC(C(=O)OC(=O)OC)(C)C methoxycarbonyl 2,2-dimethylpropionate